(R)-4-(5-(benzo[d]thiazol-7-yl)pyridin-2-yl)-N-(2-ethynylthiazol-4-yl)-2-(hydroxymethyl)piperazine-1-carboxamide S1C=NC2=C1C(=CC=C2)C=2C=CC(=NC2)N2C[C@@H](N(CC2)C(=O)NC=2N=C(SC2)C#C)CO